3-(3-((1r,4r)-4-(6-(5-cyano-1H-pyrrolo[2,3-b]pyridin-1-yl)-4-(isopropylamino)nicotinamido) cyclohexane-1-carboxamido)propoxy)propyl 4-methylbenzenesulfonate CC1=CC=C(C=C1)S(=O)(=O)OCCCOCCCNC(=O)C1CCC(CC1)NC(C1=CN=C(C=C1NC(C)C)N1C=CC=2C1=NC=C(C2)C#N)=O